C1(=CC=CC=C1)C(C(C#N)C#N)C1CC2(C1)CCC2 2-(phenyl-(spiro[3.3]hept-2-yl)methyl)malononitrile